C(C)(C)(C)N1CCC(CC1)N1C2=C(NC(C1=O)=O)C=CC(=N2)C#N tert-Butyl-4-(6-cyano-2,3-dioxo-2,3-dihydropyrido[2,3-b]pyrazin-4(1H)-yl)piperidin